ClC=1C(=NC(=NC1)NC1=C(C=C(C=C1)C(=O)N1CC(C1)O)OC)C=1C=NN(C1)C(C)C (4-((5-chloro-4-(1-isopropyl-1H-pyrazol-4-yl)pyrimidin-2-yl)amino)-3-methoxyphenyl)(3-hydroxyazetidin-1-yl)methanone